5-[7-(1H-indol-5-yl)-10-[2-(morpholin-4-yl)ethyl]phenoxazin-3-yl]-3-(trifluoromethyl)pyridin-2-ol N1C=CC2=CC(=CC=C12)C=1C=C2OC=3C=C(C=CC3N(C2=CC1)CCN1CCOCC1)C=1C=C(C(=NC1)O)C(F)(F)F